[Si](C)(C)(C(C)(C)C)O[C@H]1[C@H]([C@@H](O[C@@H]1CNC)N1C(NC(C=C1)=O)=O)OC 1-((2R,3R,4R,5R)-4-((tert-butyldimethylsilyl)oxy)-3-methoxy-5-((methylamino)methyl)-tetrahydrofuran-2-yl)pyrimidine-2,4(1H,3H)-dione